ClC1=CC=C2C(=C(C=NC2=C1)NC(CCCC)=O)NCC1(COC(OC1)(C)C)C N-(7-chloro-4-{[(2,2,5-trimethyl-1,3-dioxan-5-yl)methyl]amino}quinolin-3-yl)pentanamide